4-(4-acryloylpiperazin-1-yl)-7-(3-hydroxynaphthalen-1-yl)-7,8-dihydropyrido[3,4-d]pyrimidin-6(5H)-one C(C=C)(=O)N1CCN(CC1)C=1C2=C(N=CN1)CN(C(C2)=O)C2=CC(=CC1=CC=CC=C21)O